C1[C@H]2C3=NC4=CC=CC=C4C(=O)N3C5=CC=CC=C5C(=O)N2[C@@H]6[C@]1(C7=CC=CC=C7N6)O The molecule is a member of the class of asperlicins that is asperlicin C in which the lactam nitrogen of the benzodiazepineone moiety has undergone addition to the 2-position of the 2-3 double bond of the indole moeity, and in which the hydrogen at the 3-position of the indole moiety has been replaced by a hydroxy group. It is a cholecystokinin antagonist. It has a role as a cholecystokinin antagonist and an Aspergillus metabolite. It is a member of asperlicins, an organic heteroheptacyclic compound, an aminal and a tertiary alcohol.